N2-(2-(dimethylamino)ethyl)-N2-methyl-3-nitro-6-(2,2,2-trifluoroethoxy)pyridin-2,5-diamine CN(CCN(C1=NC(=C(C=C1[N+](=O)[O-])N)OCC(F)(F)F)C)C